CC=1C=CC=C2C=CN=C(C12)N(C(=O)N1CCC(CC1)OC1=CC=CC=C1)[C@H]1CNCCC1 (R)-N-(8-methylisoquinolin-1-yl)-4-phenoxy-N-(piperidin-3-yl)piperidine-1-carboxamide